BrC1=C(C=C(C(=O)/N=C/N(C)C)C=C1)F (E)-4-bromo-N-((dimethylamino)methylene)-3-fluorobenzamide